FC1=C2C=NNC2=CC=C1C(=O)NC1CCC(CC1)NC1=CC(=NC2=CC=C(C=C12)Cl)C(F)(F)F 4-fluoro-N-[(1s,4s)-4-{[6-chloro-2-(trifluoromethyl)quinolin-4-yl]amino}cyclohexyl]-1H-indazole-5-carboxamide